3-Acetyl-5-(2-fluorophenyl)-2,6-dimethyl-7H-thieno[3,2-b]pyran-7-one C(C)(=O)C1=C(SC2=C1OC(=C(C2=O)C)C2=C(C=CC=C2)F)C